C(C)(C)C1=CC(=NN1)NC=1N=C(C(=NC1)C#N)O[C@@H](C)C1=CC=CC=C1 (S)-5-((5-Isopropyl-1H-pyrazol-3-yl)amino)-3-(1-phenylethoxy)pyrazine-2-carbonitrile